(R)-(+)-glycidyl benzyl ether C(C1=CC=CC=C1)OC[C@H]1CO1